(3R,5S)-5-methyl-1-(8-(trifluoromethyl)quinoxalin-5-yl)piperidin-3-amine C[C@H]1C[C@H](CN(C1)C1=C2N=CC=NC2=C(C=C1)C(F)(F)F)N